ON1[C@@H](CCC1)CO Hydroxy-Prolinol